NCCC1=NC=C(C=N1)C1=C(C=C(C#N)C=C1)OC=1N(N=C(C1)C1=CC=CC=C1)C 4-[2-(2-aminoethyl)pyrimidin-5-yl]-3-(2-methyl-5-phenylpyrazol-3-yl)oxybenzonitrile